C=1OC=C2C=C(C=CC12)C(=O)O 5-Isobenzofurancarboxylic acid